C(C)(C)(C)C1=C(C(=C(CN2C(N(C(N(C2=O)CC2=C(C(=C(C=C2C)C(C)(C)C)O)C)=O)CC2=C(C(=C(C=C2C)C(C)(C)C)O)C)=O)C(=C1)C)C)O 1,3,5-tris-(4-tert-butyl-3-hydroxy-2,6-dimethylbenzyl)-1,3,5-triazine-2,4,6(1h,3h,5h)-trione